phenyl 5-(methoxy (methyl) amino)-5-oxopentanoate CON(C(CCCC(=O)OC1=CC=CC=C1)=O)C